O=C1N(CCC(N1)=O)N1C(C2=CC=C(C=C2C1=O)CN1CCC(CC1)C1=CC=CC2=C(C=CC=C12)F)=O 2-(2,4-dioxotetrahydropyrimidin-1(2H)-yl)-5-((4-(5-fluoronaphthalen-1-yl)piperidin-1-yl)methyl)isoindoline-1,3-dione